5,5-difluorooxepan-2-one FC1(CCC(OCC1)=O)F